C(C=C)(=O)OCCC[Si](F)(F)F acryloxypropyl-trifluorosilane